CS(=O)(=O)C[C@H](C)N (2S)-1-methanesulfonyl-propan-2-amine